tert-butyl 9-(4-(2,4-dioxotetrahydropyrimidin-1(2H)-yl)-1-isopropyl-1H-indole-6-carbonyl)-2,9-diazaspiro[5.5]undecane-2-carboxylate O=C1N(CCC(N1)=O)C1=C2C=CN(C2=CC(=C1)C(=O)N1CCC2(CCCN(C2)C(=O)OC(C)(C)C)CC1)C(C)C